FC(F)(F)C1=C(C=CC=2C3=C(C=NC12)C=1C=CC=CC1OC3)O (trifluoromethyl)-5H-chromeno[4,3-c]quinolin-2-ol